2-o-tolylethanol C1(=C(C=CC=C1)CCO)C